5-fluoro-indole-2-carboxamide FC=1C=C2C=C(NC2=CC1)C(=O)N